6-(2-hexen-6-yloxy)carbonylamino-3-(isobutyl)aminomethyl-1,2,3,4-tetrahydro-9H-carbazole 4-chlorobenzoate ClC1=CC=C(C(=O)O)C=C1.CC=CCCCOC(=O)NC=1C=C2C=3CC(CCC3NC2=CC1)CNCC(C)C